NC=1C2=C(N=CN1)N(C(=C2C=2C=NC(=CC2)OC(F)F)C#N)C(CC)C=2N=NN(C2)C2=C(C=CC=C2)F 4-amino-5-[6-(difluoromethoxy)pyridin-3-yl]-7-{1-[1-(2-fluorophenyl)-1H-1,2,3-triazol-4-yl]propyl}-7H-pyrrolo[2,3-d]pyrimidine-6-carbonitrile